4-(3-(5-fluoropyridin-2-yl)-1-methyl-1H-pyrazol-4-yl)-3-(trifluoromethyl)-1H-pyrrolo[2,3-b]pyridine FC=1C=CC(=NC1)C1=NN(C=C1C1=C2C(=NC=C1)NC=C2C(F)(F)F)C